[N+](=O)([O-])C1=C(C(=O)NC1=O)C1=CC=CC=C1 nitrophenyl-maleimide